3-{6-[5-(chloromethyl)-1,3,4-oxadiazol-2-yl]-1,2-diazin-3-yl}tetrahydropyrrole-1-carboxylic acid 2-methylpropan-2-yl ester CC(C)(C)OC(=O)N1CC(CC1)C=1N=NC(=CC1)C=1OC(=NN1)CCl